BrCCC(CCCCC)=O 1-bromooctan-3-one